1-(Difluoromethylene)-5-(4-{[(1R,2R)-2-hydroxycyclohexyl]amino}pyrido[4,3-d][1,2]diazin-1-yl)-2,3-dihydro-1H-inden-4-ol FC(=C1CCC=2C(=C(C=CC12)C1=NN=C(C2=C1C=CN=C2)N[C@H]2[C@@H](CCCC2)O)O)F